acrylic acid isodecyl-acrylate C(CCCCCCC(C)C)OC(C=C)=O.C(C=C)(=O)O